(5-fluoro-2,3-dihydro-1H-inden-1-yl)-3-(1H-indazol-6-yl)acrylamide FC=1C=C2CCC(C2=CC1)C(C(=O)N)=CC1=CC=C2C=NNC2=C1